methyl 4-(8-amino-1-(4-((5-fluoro-2-methoxybenzamido)methyl)phenyl)imidazo[1,5-a]pyrazin-3-yl)bicyclo[2.2.1]heptane-1-carboxylate NC=1C=2N(C=CN1)C(=NC2C2=CC=C(C=C2)CNC(C2=C(C=CC(=C2)F)OC)=O)C21CCC(CC2)(C1)C(=O)OC